(2R,5S)-5-(4-Chlorobenzyl)-4-(4-(4,5-dimethyloxazol-2-yl)cyclohexyl)-N,N-dimethylmorpholin-2-carboxamid ClC1=CC=C(C[C@H]2CO[C@H](CN2C2CCC(CC2)C=2OC(=C(N2)C)C)C(=O)N(C)C)C=C1